C(C)NCC1=CC=C(C=C1)C1=CC(=CC=C1)S(=O)(=O)N1CCC2(CC(CO2)NC[C@@H](COC=2C=C(C=CC2)S(=O)(=O)NC)O)CC1 3-((2S)-3-(8-(4'-((ethylamino)methyl)biphenyl-3-ylsulfonyl)-1-oxa-8-azaspiro[4.5]dec-3-ylamino)-2-hydroxypropoxy)-N-methylbenzenesulfonamide